C(C)C(C(=O)[O-])CCCC.CC(CC(C)(C)C)(C)N1C=[N+](C=C1)CCCCCCCCCCCCCCCCCC 1-(1,1,3,3-tetramethylbutyl)-3-octadecylimidazolium 2-ethylhexanoate